acetate (trans-8-dodecenyl acetate) C(CCCCCC\C=C\CCC)CC(=O)O.C(C)(=O)O